ClC=1C=C(C=CC1)C1=C(C=CC(=C1)OC1OC([C@@H]([C@H]([C@H]1O)O)OC)(C)C)CCNC(C)=O N-(2-(3'-chloro-5-(((3R,4S,5R)-3,4-dihydroxy-5-methoxy-6,6-dimethyltetrahydro-2H-pyran-2-yl)oxy)-[1,1'-biphenyl]-2-yl)ethyl)acetamide